N-[3-(6-chloro-1,3-benzoxazol-2-yl)-1-bicyclo[1.1.1]pentanyl]-5-[(methylsulfonimidoyl)methyl]furan-2-carboxamide ClC1=CC2=C(N=C(O2)C23CC(C2)(C3)NC(=O)C=3OC(=CC3)CS(=O)(=N)C)C=C1